(R)-benzyl 3-(2,4-diaminobutanamido)propanoate N[C@@H](C(=O)NCCC(=O)OCC1=CC=CC=C1)CCN